C(C1=CC=CC=C1)NC(=O)C=1N(C(N2C1CN(CC2)C(C2=CC(=C(C=C2)Br)Cl)=O)=O)C2=CC(=C(C=C2)C#N)C N-benzyl-7-(4-bromo-3-chloro-benzoyl)-2-(4-cyano-3-methyl-phenyl)-3-oxo-6,8-dihydro-5H-imidazo[1,5-a]pyrazine-1-carboxamide